diphenyl-N,N'-di-m-tolylbenzidine C1(=CC=CC=C1)N(C1=CC=C(C2=CC=C(N(C=3C=C(C=CC3)C)C3=CC=CC=C3)C=C2)C=C1)C=1C=C(C=CC1)C